C(CC)(=O)OC(COC)C propylene glycol monomethyl Ether Propionate